C(#N)C=1C=CC(=C(C1)NC1CCN(CC1)C(CNC(=O)C1=NNC(=C1)C1=CC=CC=C1)=O)C 5-Phenyl-1H-pyrazole-3-carboxylic acid {2-[4-(5-cyano-2-methyl-phenylamino)-piperidin-1-yl]-2-oxo-ethyl}-amide